P(O)(O)(=S)O[C@H]1[C@]([C@@H](O[C@@H]1CO)N1C=NC=2C(=O)NC(N)=NC12)(O)F 2'-fluoroguanosine-3'-phosphorothioate